Cl.NCCCCCCC(=O)NC=1C=C(CS(=O)(=O)N2CCC(CC2)NC=2C=C(C=CC2)C2=C(C(=C(S2)C(=O)O)OCC(=O)O)Cl)C=CC1 5-(3-((1-((3-(7-aminoheptanamido)benzyl)sulfonyl)piperidin-4-yl)amino)phenyl)-3-(carboxymethoxy)-4-chlorothiophene-2-carboxylic acid hydrochloride